C1(=CC(=CC=C1)C1=NN=CO1)C 5-(3-tolyl)-1,3,4-oxadiazol